CC1=NC(=CC(=N1)NC1=CC2=C(C=N1)C(NN2C=2C(N(C=CC2)C)=O)=O)C 6-((2,6-dimethylpyrimidin-4-yl)amino)-1-(1-methyl-2-oxo-1,2-dihydropyridin-3-yl)-1,2-dihydro-3H-pyrazolo[4,3-c]pyridin-3-one